tert-Butyl (R)-4-((6-(2-(dimethylamino)-4-(methoxycarbonyl)phenyl)-2,2-difluoro-7-azaspiro[3.5]nonan-7-yl)methyl)-5-methoxy-7-methyl-1H-indole-1-carboxylate CN(C1=C(C=CC(=C1)C(=O)OC)[C@H]1CC2(CC(C2)(F)F)CCN1CC1=C2C=CN(C2=C(C=C1OC)C)C(=O)OC(C)(C)C)C